BrC=1C=CC(=NC1)NC(=O)C1=CC=C(C=C1)C1=CC=C(C=C1)C(=O)OC methyl 4'-[(5-bromopyridin-2-yl)carbamoyl]-[1,1'-biphenyl]-4-carboxylate